2-(3-(4-methylthiophenyl)oxetan-3-yl)ethanol CSC1=CC=C(C=C1)C1(COC1)CCO